C(CC(C)C)(=O)O IsoValeric Acid